ClC1=NC2=CC=C(C=C2C(=N1)C(CC1CC1)(COC1OCCCC1)C=1C=NC=CC1)C=1C(=CC(N(C1)C)=O)OC 5-(2-chloro-4-(1-cyclopropyl-2-(pyridin-3-yl)-3-((tetrahydro-2H-pyran-2-yl)oxy)propan-2-yl)quinazoline-6-yl)-4-methoxy-1-methylpyridin-2(1H)-one